2'-chloro-N-(5-(3-chloro-5-(difluoromethyl)-6-methylpicolinoyl)-5,6-dihydro-4H-pyrrolo[3,4-d]thiazol-2-yl)-5'-methoxy-6-methyl-[4,4'-bipyridine]-3-carboxamide ClC1=NC=C(C(=C1)C1=C(C=NC(=C1)C)C(=O)NC=1SC2=C(N1)CN(C2)C(C2=NC(=C(C=C2Cl)C(F)F)C)=O)OC